dicyclohexyl-[3-(2,4,6-triisopropylphenyl)phenyl]-phosphane C1(CCCCC1)P(C1=CC(=CC=C1)C1=C(C=C(C=C1C(C)C)C(C)C)C(C)C)C1CCCCC1